COC(=O)C1=CC2=C(N=C(N2C[C@H]2OCC2)CN2CCC(CC2)C2=NC(=CC=C2)OCC2=C(C=C(C=C2)C(C)=O)F)C=C1 2-[(4-[6-[(4-acetyl-2-fluorophenyl)methoxy]pyridin-2-yl]piperidin-1-yl)methyl]-3-[(2S)-oxetan-2-ylmethyl]-1,3-benzodiazole-5-carboxylic acid methyl ester